CC=1C=CC(=NC1)NC(C1=CC=CC=C1C=1N=NNN1)=O N-(5-methylpyridin-2-yl)-6-(2H-tetrazol-5-yl)benzamide